4-amino-N-(isoxazol-3-yl)-3-methoxy-N-((2-(trimethylsilyl)ethoxy)methyl)benzenesulfonamide NC1=C(C=C(C=C1)S(=O)(=O)N(COCC[Si](C)(C)C)C1=NOC=C1)OC